FC(C(=O)O)(F)F.N[C@H](CC#N)CC1=CC=C(C=C1)[N+](=O)[O-] (S)-3-amino-4-(4-nitrophenyl)butyronitrile trifluoroacetate